COC1=CC=C(C2=C(C=CC(=C12)C=C)OC)C=C 1,5-dimethoxy-4,8-divinyl-naphthalene